FC(C)(F)[C@@]1(C[C@H]([C@H](O1)C(=O)NC1=CC(=NC=C1)C(=O)N)C1=C(C(=C(C=C1)F)F)OC)C (2s,3S,5S)-4-[[5-(1,1-difluoroethyl)-3-(3,4-difluoro-2-methoxy-phenyl)-5-methyltetrahydrofuran-2-carbonyl]amino]pyridine-2-carboxamide